N-(9-fluorenylmethoxycarbonyl)-N'-tert-butoxycarbonyl-L-lysine C1=CC=CC=2C3=CC=CC=C3C(C12)COC(=O)N[C@@H](CCCCNC(=O)OC(C)(C)C)C(=O)O